CC1=NOC(=C1C=1C=C(C=CC1OCCN1CCCC1)NC(C1=C(C=NC=C1)F)=O)C N-(3-(3,5-dimethylisoxazol-4-yl)-4-(2-(pyrrolidin-1-yl)ethoxy)phenyl)-3-fluoroisonicotinamide